FC(C1=CC(=NO1)C1=C(C=CC=C1)O)F 2-[5-(difluoromethyl)-3-isoxazolyl]phenol